BrC1=NN(C(=N1)OC1=CC(=C(C=C1)F)Cl)CCC 3-bromo-5-(3-chloro-4-fluorophenoxy)-1-propyl-1,2,4-triazole